Ethyl 6-(4-chloro-3-fluorophenyl)-3-(3,3-difluorocyclobutyl)-4-oxo-4,5-dihydropyrazolo[1,5-a]pyrazine-2-carboxylate ClC1=C(C=C(C=C1)C=1NC(C=2N(C1)N=C(C2C2CC(C2)(F)F)C(=O)OCC)=O)F